FC=1C=C(C=CC1)[C@H](C)N (S)-1-(3-fluorophenyl)ethan-1-amine